C[Si](CCOCN1N=CC=2CN(CCC21)C(=O)OC(C)(C)C)(C)C tert-butyl 1-((2-(trimethylsilyl) ethoxy) methyl)-6,7-dihydro-1H-pyrazolo[4,3-c]pyridine-5(4H)-carboxylate